6-(4-((2R,6R)-4-acryloyl-1-methyl-6-(trifluoromethyl)piperazin-2-yl)-6-chloropyridin-2-yl)-N-methylpyrimidine-4-carboxamide C(C=C)(=O)N1C[C@H](N([C@H](C1)C(F)(F)F)C)C1=CC(=NC(=C1)Cl)C1=CC(=NC=N1)C(=O)NC